6-Amino-N-(2-hydroxy-propyl)-nicotinamide NC1=NC=C(C(=O)NCC(C)O)C=C1